4-(1-aminoethyl)piperidine-1-carboxylic acid benzyl ester hydrochloride Cl.C(C1=CC=CC=C1)OC(=O)N1CCC(CC1)C(C)N